2-((S)-1-[1,4]dioxan-2-ylmethoxy)-10-methoxy-1-methyl-6,7-dihydro-pyrido[2,1-a]isoquinolin-4-one O1[C@@H](COCC1)COC=1C(=C2N(CCC3=CC=C(C=C23)OC)C(C1)=O)C